tert-butyl (1R,2S,5S)-2-((2-amino-5-nitrophenyl)carbamoyl)-6,6-dimethyl-3-azabicyclo[3.1.0]hexane-3-carboxylate NC1=C(C=C(C=C1)[N+](=O)[O-])NC(=O)[C@@H]1[C@H]2C([C@H]2CN1C(=O)OC(C)(C)C)(C)C